5-(5-chloro-1H-pyrazol-4-yl)-2-{5-[methyl(piperidin-4-yl)amino][1,3]thiazolo[5,4-d][1,3]thiazol-2-yl}pyridin-3-ol hydrochloride Cl.ClC1=C(C=NN1)C=1C=C(C(=NC1)C=1SC=2N=C(SC2N1)N(C1CCNCC1)C)O